F[P-](F)(F)(F)(F)F.[NH2+]1C=CC2=CC=CC=C12 Indol-1-ium hexafluorophosphate